NC1=NC=C(C=N1)N1CCN(CC1)C(=O)OC(C)(C)C tert-butyl 4-(2-aminopyrimidin-5-yl)piperazine-1-carboxylate